C1(=CC=CC=C1)N1N=CC(=C1)C=1SC=C(N1)C(=O)NC1(CCNCC1)C(=O)OC methyl 4-[2-(1-phenyl-1H-pyrazol-4-yl)-1,3-thiazole-4-amido]piperidine-4-carboxylate